N-((2,6-dichlorobenzyl)(methyl)(oxo)-λ6-sulfaneylidene)-4-(5-(trifluoromethyl)-1,2,4-oxadiazol-3-yl)benzamide ClC1=C(CS(=NC(C2=CC=C(C=C2)C2=NOC(=N2)C(F)(F)F)=O)(=O)C)C(=CC=C1)Cl